2-((5-methyl-4-(4,4,5,5-tetramethyl-1,3,2-dioxaborolan-2-yl)-1H-pyrazol-1-yl)methyl)-6-(pyrrolidin-1-yl)pyridine CC1=C(C=NN1CC1=NC(=CC=C1)N1CCCC1)B1OC(C(O1)(C)C)(C)C